pyrazole-3,5-dicarboxylic acid N1N=C(C=C1C(=O)O)C(=O)O